BrC1=C(C=O)C(=CN=C1)N1C(C=2N(C=3CCCCC3C2)C=C1)=O 3-Bromo-5-(1-oxo-6,7,8,9-tetrahydropyrazino[1,2-a]indol-2(1H)-yl)isonicotinaldehyde